ClCC1=NC(=NO1)[C@@H]1[C@H]2C=C(C[C@@H]12)C1=C(C=CC=C1)F |r| 5-(chloromethyl)-3-[rac-(1R,5R,6S)-3-(2-fluorophenyl)-6-bicyclo[3.1.0]hex-3-enyl]-1,2,4-oxadiazole